dimethyl-2,2'-azobis(isobutyric acid) CC(C(C(=O)O)(C)N=NC(C(=O)O)(C)C)C